C1(CC1)NC(=O)C1=C(C=CC=C1)SC1=CC=C2C(=NN(C2=C1)C(=O)OC(C)(C)C)\C=C\C1=NC=C(C=C1)OCCN1CCCC1 tert-butyl 6-[2-(cyclopropylcarbamoyl)phenyl]thio-3-[(E)-2-[5-(2-pyrrolidin-1-ylethoxy)-2-pyridyl]vinyl]indazole-1-carboxylate